diethyl 3,5-dimethoxybenzylphosphonate COC=1C=C(CP(OCC)(OCC)=O)C=C(C1)OC